(E)-3-(4-(6-Hydroxy-2-(4-hydroxyphenyl)benzo[b]selenophene-3-carbonyl)-phenyl)acrylic acid OC=1C=CC2=C([Se]C(=C2C(=O)C2=CC=C(C=C2)/C=C/C(=O)O)C2=CC=C(C=C2)O)C1